(tert-butyl 4-(2-hydroxypropan-2-yl) thiazol-2-yl) carbamate C(N)(OC=1SC(=C(N1)C(C)(C)O)C(C)(C)C)=O